C(N)(=O)C=1C=C(C=CC1)C1=CC(=NC=N1)NC(=O)[C@H]1CN(CCO1)C#N (R)-N-(6-(3-carbamoylphenyl)pyrimidin-4-yl)-4-cyanomorpholine-2-carboxamide